3-(3-(6-bromo-7-((4-(2-methoxyethoxy)phenyl)amino)-3H-imidazo[4,5-b]pyridin-2-yl)-2,5-dimethyl-1H-pyrrol-1-yl)benzenesulfonamide BrC=1C(=C2C(=NC1)NC(=N2)C2=C(N(C(=C2)C)C=2C=C(C=CC2)S(=O)(=O)N)C)NC2=CC=C(C=C2)OCCOC